BrC=1C(=NC=CC1)C(C)=O (3-bromopyridine-2-yl)ethanone